BrC1=CC=C(C=C1)NC1=CC=C(C=C1)C1=CC=CC=C1 N-(4-bromophenyl)[1,1'-biphenyl]-4-amine